BrC1=CC=C2C=3CCCC(C3NC2=C1)=O 7-bromo-2,3,4,9-tetrahydro-1H-carbazol-1-one